tert-Butyl (trans-4-(3-((1-fluorocyclopropyl)methyl)-1-(5-(2-methoxypyrimidin-5-yl)pyrazin-2-yl)ureido)cyclohexyl)carbamate FC1(CC1)CNC(N(C1=NC=C(N=C1)C=1C=NC(=NC1)OC)[C@@H]1CC[C@H](CC1)NC(OC(C)(C)C)=O)=O